(4-acetyl-7,10-bis(carboxymethyl)-1,4,7,10-tetraazacyclododecane-1-yl)acetic acid europium [Eu].C(C)(=O)N1CCN(CCN(CCN(CC1)CC(=O)O)CC(=O)O)CC(=O)O